N2-isopropyl-6-(6-(methylamino)pyridin-2-yl)-N4-phenyl-1,3,5-triazine-2,4-diamine C(C)(C)NC1=NC(=NC(=N1)NC1=CC=CC=C1)C1=NC(=CC=C1)NC